7-chloro-1H-pyrrolo[3,2-b]pyridine-2-carboxylate ClC1=C2C(=NC=C1)C=C(N2)C(=O)[O-]